5-amino-3-(2-(4-(2-fluoro-4-(prop-2-yn-1-yloxy)phenyl)piperazin-1-yl)ethyl)-8-(furan-2-yl)thiazolo[5,4-e][1,2,4]triazolo[1,5-c]pyrimidin-2(3H)-one NC1=NC2=C(C=3N1N=C(N3)C=3OC=CC3)SC(N2CCN2CCN(CC2)C2=C(C=C(C=C2)OCC#C)F)=O